1-benzyl-4-(6-chloropyridin-3-yl)piperidine-4-carbonitrile C(C1=CC=CC=C1)N1CCC(CC1)(C#N)C=1C=NC(=CC1)Cl